(5-((diethylamino)methyl)-2-furyl)methanol C(C)N(CC)CC1=CC=C(O1)CO